propyn-1-yl-(methylacetylene) C(#CC)C#CC